3-phenyl-5-aminoisoxazole C1(=CC=CC=C1)C1=NOC(=C1)N